F[C@@H]1C[C@@]2(CCCN2C1)COC=1N=C(C2=C(N1)C(=C(N=C2)C2=CC(=CC1=CC=C(C(=C21)CCCCCOC2CNCCCC2)F)O[Si](C(C)C)(C(C)C)C(C)C)F)O 2-{[(2R,7aS)-2-fluoro-hexahydropyrrolizin-7a-yl]methoxy}-7-{8-[5-(azepan-3-yloxy)pentyl]-7-fluoro-3-[(triisopropylsilyl)oxy]naphthalen-1-yl}-8-fluoropyrido[4,3-d]pyrimidin-4-ol